2-(4,6-dimethylpyrazolo[1,5-a]pyrazin-2-yl)-7-[4-methyl-4-(propylamino)piperidin-1-yl]-4H-pyrido[1,2-a]pyrimidin-4-one CC=1C=2N(C=C(N1)C)N=C(C2)C=2N=C1N(C(C2)=O)C=C(C=C1)N1CCC(CC1)(NCCC)C